methylnaphthyldiethoxysilane C[Si](OCC)(OCC)C1=CC=CC2=CC=CC=C12